CC(C(=O)NCC1=NC=CN=C1)C 2-methyl-N-(pyrazin-2-ylmethyl)propanamide